CN1N=C(C2=CC=C(C=C12)N[C@H]1[C@H](CC2(CNC2)CC1)C)C1C(NC(CC1)=O)=O 3-(1-methyl-6-(((6S,7R)-6-methyl-2-azaspiro[3.5]nonan-7-yl)amino)-1H-indazol-3-yl)piperidine-2,6-dione